OC1(CCC2(OCCO2)CC1)C1=CC=C(C=N1)N(C(C)=O)C N-(6-(8-hydroxy-1,4-dioxaspiro[4.5]decan-8-yl)pyridin-3-yl)-N-methylacetamide